FC=1C(=NC(=NC1)NC=1C=NN(C1C)CCO)N1C=C(C2=CC(=CC=C12)NC(C=C)=O)C N-[1-[5-fluoro-2-[[1-(2-hydroxyethyl)-5-methyl-pyrazol-4-yl]amino]pyrimidin-4-yl]-3-methyl-indol-5-yl]prop-2-enamide